2-Methyl-N-(2-methyl-3-phenylallyl)aniline Kalium perchlorat Cl(=O)(=O)(=O)[O-].[K+].CC1=C(NCC(=CC2=CC=CC=C2)C)C=CC=C1